(S)-3-methoxypyrrolidine-1-carbonyl chloride CO[C@@H]1CN(CC1)C(=O)Cl